tert-butyl 4-(2-(4-(2-(4-chlorophenyl)-6-methoxybenzo[b]thiophene-3-carbonyl)phenoxy)ethyl)piperazine-1-carboxylate ClC1=CC=C(C=C1)C1=C(C2=C(S1)C=C(C=C2)OC)C(=O)C2=CC=C(OCCN1CCN(CC1)C(=O)OC(C)(C)C)C=C2